2-(3',5'-Di-tert-butyl-2'-hydroxy-phenyl)benzotriazol C(C)(C)(C)C=1C(=C(C=C(C1)C(C)(C)C)N1N=C2C(=N1)C=CC=C2)O